N-ethyl-N-o-tolyl-2-(2-ethoxy-4-fluorobenzoyl)-2-aza-6-spiro[3.3]heptanecarboxamide C(C)N(C(=O)C1CC2(CN(C2)C(C2=C(C=C(C=C2)F)OCC)=O)C1)C1=C(C=CC=C1)C